N1=C(C=CC(=C1)[C@@H](C(=O)NC1=NC=C(C(=C1)C1=C2N(N=C1)CC(C2)(C)C)Cl)C)C=2C=NC=CC2 (S)-2-([2,3'-bipyridin]-5-yl)-N-(5-chloro-4-(5,5-dimethyl-5,6-dihydro-4H-pyrrolo[1,2-b]pyrazol-3-yl)pyridin-2-yl)propionamide